FC(OC=1C=C(C=CC1)[C@H](C)N[S@](=O)C(C)(C)C)F (R)-N-((S)-1-(3-(difluoromethoxy)phenyl)ethyl)-2-methylpropane-2-sulfinamide